3-[[(3R,4R)-4-[4-Chloro-2-(5-fluoro-2-pyridyl)-1H-imidazol-5-yl]-3-methyl-1-piperidyl]sulfonyl]propan-1-ol ClC=1N=C(NC1[C@H]1[C@H](CN(CC1)S(=O)(=O)CCCO)C)C1=NC=C(C=C1)F